ClC1=C2N(C(C(=C1)NC1=NC=NC=C1)=O)C1(CNCCC1(F)F)NC2=O 8-chloro-4',4'-difluoro-6-(pyrimidin-4-ylamino)-2H-spiro[imidazo[1,5-a]pyridine-3,3'-piperidine]-1,5-dione